BrC=1C=C(C(=NC1OC)N)F (5-bromo-3-fluoro-6-methoxy-2-pyridinyl)amine